tert-butyl-(4-amino-4-(1-ethyl-benzo[d]imidazol-2-yl)butyl)carbamate C(C)(C)(C)OC(NCCCC(C1=NC2=C(N1CC)C=CC=C2)N)=O